N[C@@H](CCC(=O)N[C@@H](CSSCC=C)C(=O)O)C(=O)O L-γ-Glutamyl-S-allylthio-L-cysteine